3-(5-((4-(2-chlorothieno[3,2-d]pyrimidin-4-yl)piperazin-1-yl)methyl)-1-oxoisoindolin-2-yl)piperidine-2,6-dione ClC=1N=C(C2=C(N1)C=CS2)N2CCN(CC2)CC=2C=C1CN(C(C1=CC2)=O)C2C(NC(CC2)=O)=O